C(C)(C)(C)OC(=O)N[C@@H](C#CC(=O)O)C (4R)-4-(tert-butoxycarbonylamino)pent-2-ynoic acid